[Br-].COC(=O)C1=C(C[P+](C2=CC=CC=C2)(C2=CC=CC=C2)C2=CC=CC=C2)C=CC=C1 (2-(methoxycarbonyl)benzyl)triphenylphosphonium bromide